BrC1=CC2=C(C=N1)N(C(=N2)C2=NC=CC=C2)C2CC(CCC2)NC(OC(C)(C)C)=O tert-butyl (3-(6-bromo-2-(pyridin-2-yl)-3H-imidazo[4,5-c]pyridin-3-yl)cyclohexyl)carbamate